(S)-(2-hydroxy-2-(4-methyl-1-oxo-1,3-dihydroisobenzofuran-5-yl)ethyl)carbamic acid tert-butyl ester C(C)(C)(C)OC(NC[C@H](C=1C(=C2COC(C2=CC1)=O)C)O)=O